1-(5-((3-fluorophenyl)ethynyl)-2,3-dihydro-1H-inden-1-yl)-3,3-dimethylpiperidine-4-carboxylic acid methyl ester COC(=O)C1C(CN(CC1)C1CCC2=CC(=CC=C12)C#CC1=CC(=CC=C1)F)(C)C